4-((3,4,5-trimethoxyphenyl)amino)-6-methyl-1H-indole-2-carboxylic acid COC=1C=C(C=C(C1OC)OC)NC1=C2C=C(NC2=CC(=C1)C)C(=O)O